N-(1-(2-(dimethylamino)ethyl)-5-((4-(1-(trideuteromethyl)-1H-indol-3-yl)pyrimidine-2-yl)amino)-1H-indazol-7-yl)acrylamide CN(CCN1N=CC2=CC(=CC(=C12)NC(C=C)=O)NC1=NC=CC(=N1)C1=CN(C2=CC=CC=C12)C([2H])([2H])[2H])C